3-(6-(4-((4-fluoropiperidin-4-yl)methyl)piperazin-1-yl)-1-methyl-1H-indazol-3-yl)piperidine-2,6-dione FC1(CCNCC1)CN1CCN(CC1)C1=CC=C2C(=NN(C2=C1)C)C1C(NC(CC1)=O)=O